1-((1-(6-amino-5-(2,3-dichlorophenyl)pyrazin-2-yl)-4-methylpiperidin-4-yl)methyl)guanidine hydrochloride Cl.NC1=C(N=CC(=N1)N1CCC(CC1)(C)CNC(=N)N)C1=C(C(=CC=C1)Cl)Cl